C(#N)C1=CC=C(C=C1)C1=C(C2(C3=CC=CC=C13)NC1=C(OC2)C=CC=C1)C(=O)O 3'-(4-cyanophenyl)-2H,4H-spiro[benzo[b][1,4]oxazine-3,1'-indene]-2'-carboxylic acid